COC(CNCC(=O)O)=O.C(=O)C=1C=C(C=CC1)OB(O)O 3-formylphenyl-boric acid methyl-iminodiacetate